C(C1=CC=CC=C1)N1C[C@H](CC1)NS(=O)(=O)C=1C=NC(=CC1)N1C[C@H](O[C@H](C1)C)C N-((S)-1-Benzylpyrrolidin-3-yl)-6-((2R,6S)-2,6-dimethylmorpholino)pyridine-3-sulfonamide